4-(p-tolyl)-3H-1,2,3,5-dithiadiazole C1(=CC=C(C=C1)C=1NSSN1)C